1-(2-(1-(5-(2,6-dioxopiperidin-3-yl)pyridin-2-yl)piperidin-4-yl)acetyl)-4-methylpiperidine-4-carboxylic acid O=C1NC(CCC1C=1C=CC(=NC1)N1CCC(CC1)CC(=O)N1CCC(CC1)(C(=O)O)C)=O